[[1-methyl-5-(2,2,2-trifluoroethoxy)-3-(trifluoromethyl)-1H-pyrazol-4-yl]methyl]ethanethioate CN1N=C(C(=C1OCC(F)(F)F)CCC([O-])=S)C(F)(F)F